(S)-(6-(5-chloro-1H-pyrazol-4-yl)-1-(2-(ethyl(methyl)amino)ethyl)-1H-indol-3-yl)(6-methoxychroman-3-yl)methanone dihydrobromide Br.Br.ClC1=C(C=NN1)C1=CC=C2C(=CN(C2=C1)CCN(C)CC)C(=O)[C@@H]1COC2=CC=C(C=C2C1)OC